4,4-difluoro-3-(1H-pyrazol-5-yl)piperidine TFA salt OC(=O)C(F)(F)F.FC1(C(CNCC1)C1=CC=NN1)F